N1(C=NC2=C1C=CC=C2)C=2C=C(C=CC2)NC=2C(=CC=CC2)C2=CC=CC=C2 N-(3-(1H-benzo[d]imidazol-1-yl)phenyl)-[1,1'-biphenyl]-2-amine